(S)-(4-(7-(difluoromethyl)pyrazolo[1,5-a]pyridin-2-yl)-6,7-dihydro-1H-imidazo[4,5-c]pyridin-5(4H)-yl)(5-(1-(trifluoromethyl)-1H-pyrazol-4-yl)-1,3,4-oxadiazol-2-yl)methanone FC(C1=CC=CC=2N1N=C(C2)[C@H]2N(CCC1=C2N=CN1)C(=O)C=1OC(=NN1)C=1C=NN(C1)C(F)(F)F)F